1-methyl-2-((2-oxo-5-(trifluoromethyl)-2H-[1,3'-bipyridin]-3-yl)amino)-6-(pyrazolo[1,5-a]pyridin-3-yloxy)-1H-imidazo[4,5-b]pyridine-7-carbonitrile CN1C(=NC2=NC=C(C(=C21)C#N)OC=2C=NN1C2C=CC=C1)NC=1C(N(C=C(C1)C(F)(F)F)C=1C=NC=CC1)=O